3-[3-tert-butyl-5-(5-chloro-2H-benzotriazole-2-yl)-4-hydroxyphenyl]propionic acid C(C)(C)(C)C=1C=C(C=C(C1O)N1N=C2C(=N1)C=CC(=C2)Cl)CCC(=O)O